5-chloro-2-amino-pyridinol ClC=1C=CC(NC1)(O)N